CC(C)(C(CCCCC)O)C 2,2-dimethyl-3-octanol